dimethyl 1-(4-(3-fluoro-5-(trifluoromethyl)benzyl)pyridin-2-yl)-1H-pyrazole-3,5-dicarboxylate FC=1C=C(CC2=CC(=NC=C2)N2N=C(C=C2C(=O)OC)C(=O)OC)C=C(C1)C(F)(F)F